ClC=1C=C(C=CC1)NC(=O)C=1NC(=CC1)CC N-(3-chlorophenyl)-5-ethyl-1H-pyrrole-2-carboxamide